6-methylimidazo[1,5-a]pyrazine-3-carboxylic acid ethyl ester C(C)OC(=O)C1=NC=C2N1C=C(N=C2)C